C(C=C)OC(=O)N(C[C@@H](C(=O)O)NC(=O)OC(C)(C)C)C (S)-3-(((Allyloxy)carbonyl)(methyl)amino)-2-((tert-butoxycarbonyl)amino)propanoic acid